methyl (S)-2-((6-chloro-3',6'-dihydro-[2,4'-bipyridine]-1'(2'H)-yl) methyl)-1-(oxetan-2-ylmethyl)-1H-benzo[d]imidazole-6-carboxylate ClC1=CC=CC(=N1)C=1CCN(CC1)CC1=NC2=C(N1C[C@H]1OCC1)C=C(C=C2)C(=O)OC